C(C)C(CN1C(=C(C2=CC=CC=C12)C=O)C)CCCC 1-(2-ethylhexyl)-2-methyl-1H-indole-3-carbaldehyde